CC1(C2=CC(=CC=C2C=2C(=CC=CC12)B(O)O)C1=CC=CC=C1)C (9,9-dimethyl-7-phenyl-9H-fluoren-4-yl)boronic acid